4-((3,4-dihydroquinolin-1(2H)-yl)sulfonyl)-N-(4-morpholinophenyl)benzamide N1(CCCC2=CC=CC=C12)S(=O)(=O)C1=CC=C(C(=O)NC2=CC=C(C=C2)N2CCOCC2)C=C1